NC1=NC2=NC=C(N=C2C(=N1)N)CN(C1=CC=C(C2=CC=CC=C12)C(=O)N[C@@H](CCC(=O)O)C(=O)O)C N-[[4-[[(2,4-diamino-6-pteridinyl)methyl]methylamino]-1-naphthyl]carbonyl]L-glutamic acid